5-amino-8-[2-chloro-6-(hydroxymethyl)-4-pyridinyl]-2-[(5-fluoro-2-pyridinyl)methyl]-7-phenyl-[1,2,4]triazolo[4,3-c]pyrimidin-3-one NC1=NC(=C(C=2N1C(N(N2)CC2=NC=C(C=C2)F)=O)C2=CC(=NC(=C2)CO)Cl)C2=CC=CC=C2